BrC[C@@H]1OC1 (R)-2-(bromomethyl)oxirane